C(C)OC(=O)[C@]12CC=3C=NN(C3C=C1CC[C@@H](C2)NC2CC2)C2=CC=C(C=C2)F.BrC=2N=NC(=CC2)OC2CC(NC(C2)(C)C)(C)C 3-bromo-6-((2,2,6,6-tetramethylpiperidin-4-yl)oxy)pyridazine Ethyl-(4aS,6S)-6-(cyclopropylamino)-1-(4-fluorophenyl)-1,4,5,6,7,8-hexahydro-4aH-benzo[f]indazole-4a-carboxylate